C1(CC1)CN1C(N(C(C1=O)=O)CC1=NC(=NO1)CC(=O)N(CC1CN(CCO1)C(CC)=O)C1=C(C=CC=C1)OC)=O (5-((3-(cyclopropylmethyl)-2,4,5-trioxoimidazolidin-1-yl)methyl)-1,2,4-oxadiazol-3-yl)-N-(2-methoxyphenyl)-N-((4-propionylmorpholin-2-yl)methyl)acetamide